Ammonium hydroiodide salt I.[NH4+]